COCCN(CC[C@@H](C(=O)O)NC1=NC=C(N=C1)C1=CC=CC=C1)CCCCC1=NC=2NCCCC2C=C1 (S)-4-((2-methoxyethyl)(4-(5,6,7,8-tetrahydro-1,8-naphthyridin-2-yl)butyl)amino)-2-((5-phenylpyrazin-2-yl)amino)butanoic acid